pyrazine-2-carboxylate N1=C(C=NC=C1)C(=O)[O-]